FC=1C=C(C=CC1)C#CC=1C=C2CCC(C2=CC1)C1CC12CNCCC2C(=O)O (5-((3-fluorophenyl)ethynyl)-2,3-dihydro-1H-inden-1-yl)-5-azaspiro[2.5]octane-8-carboxylic acid